NC1CCC2=CC=CC=C2C1 3-aminotetralin